N,N-bis(acrylyl)cystamine C(C=C)(=O)N(CCSSCCN)C(C=C)=O